3-Cyclopropyl-aminopropan C1(CC1)CCCN